N-((4-(5-(1,1-difluoroethyl)-1,2,4-oxadiazol-3-yl)bicyclo[2.2.2]octan-1-yl)methyl)-N-(3-(difluoromethoxy)phenyl)-3-fluorobicyclo[1.1.1]pentane-1-carboxamide FC(C)(F)C1=NC(=NO1)C12CCC(CC1)(CC2)CN(C(=O)C21CC(C2)(C1)F)C1=CC(=CC=C1)OC(F)F